2-(5-(1-(bis(tert-butoxycarbonyl)amino)ethyl)-4-chloro-6-oxopyridazin-1(6H)-yl)acetic acid C(C)(C)(C)OC(=O)N(C(C)C1=C(C=NN(C1=O)CC(=O)O)Cl)C(=O)OC(C)(C)C